C(C)OC(C(=O)C1C(N(CC1)C1=CC(=CC=C1)Br)=O)=O 2-(1-(3-bromophenyl)-2-oxopyrrolidin-3-yl)-2-oxoacetic acid ethyl ester